(1,4-diazabicyclo[3.2.2]nonan-4-yl)(3-(4-(tri-fluoromethyl)phenyl)-4,7-dihydropyrano[3,4-c]pyrazol-1(5H)-yl)meth-anone N12CCN(C(CC1)CC2)C(=O)N2N=C(C1=C2COCC1)C1=CC=C(C=C1)C(F)(F)F